(4-(4-fluorophenoxy)phenyl)boronic acid FC1=CC=C(OC2=CC=C(C=C2)B(O)O)C=C1